N-(4-(2-chlorostyryl)thiazol-2-yl)-1-(pyridin-4-ylmethyl)-1H-pyrrole-2-carboxamide ClC1=C(C=CC=2N=C(SC2)NC(=O)C=2N(C=CC2)CC2=CC=NC=C2)C=CC=C1